[4-(5-chlorooxazolo[4,5-b]pyridin-2-yl)piperazin-1-yl]-(4-ethynyl-3-methoxy-phenyl)methanone ClC1=CC=C2C(=N1)N=C(O2)N2CCN(CC2)C(=O)C2=CC(=C(C=C2)C#C)OC